8-bromo-2-chloro-6-fluoro-4a,8a-dihydroquinazoline BrC1=CC(=CC2C=NC(=NC12)Cl)F